tert-butyl (3-fluoro-5-(1,2,4,5-tetrazin-3-yl)phenyl)carbamate FC=1C=C(C=C(C1)C=1N=NC=NN1)NC(OC(C)(C)C)=O